NC[C@H]([C@H](F)[C@H]1[C@@H]([C@H](C[C@](O1)(C(=O)OC)SC1=CC=C(C=C1)C)O)NC(=O)OC(C)(C)C)O methyl (2R,4S,5R,6R)-6-((1S,2R)-3-amino-1-fluoro-2-hydroxypropyl)-5-((tert-butoxycarbonyl)amino)-4-hydroxy-2-(p-tolylthio)tetrahydro-2H-pyran-2-carboxylate